trans-4-((3-(1-Cyclopropyl-1H-pyrazol-4-yl)phenyl)((trans-4-(6-methoxy-5-methylpyridin-3-yl)cyclohexyl)methyl) carbamoyl)cyclohexyl methylcarbamate CNC(O[C@@H]1CC[C@H](CC1)C(N(C[C@@H]1CC[C@H](CC1)C=1C=NC(=C(C1)C)OC)C1=CC(=CC=C1)C=1C=NN(C1)C1CC1)=O)=O